[(1s)-1-Cyano-2-(4'-fluorobiphenyl-4-yl)ethyl]-1,4-oxazepane-2-carboxamide C(#N)[C@H](CC1=CC=C(C=C1)C1=CC=C(C=C1)F)C1(OCCCNC1)C(=O)N